C(C)(C)(C)C1=C(C(=CC(=C1)O)C(C)(C)C)C(C(=O)OCCCCCCCCC)C nonyl 2,6-di-tert-butyl-4-hydroxyphenylpropionate